3-hydroxy-4-methoxypiperidine-1-carboxylate OC1CN(CCC1OC)C(=O)[O-]